ClC1=CC=C(C=C1)CCC1=CC=C(C=C1)Cl 1,2-bis(4-chlorophenyl)ethane